OC=1C2=C(OCC1C(C(F)(F)F)=O)C1=CC=CC=C1C=C2 4-hydroxy-3-(2,2,2-trifluoroethan-1-on-1-yl)-2H-naphtho[1,2-b]pyran